8-Chloro-4-((2-(trimethylsilyl)ethoxy)methyl)-[1,2,4]triazolo[4,3-a]quinazolin-5(4H)-one ClC1=CC=C2C(N(C=3N(C2=C1)C=NN3)COCC[Si](C)(C)C)=O